(4,5-dimethyl-2-(naphthalen-1-yl)phenyl)diphenylphosphine tert-butyl-((5-(5H-imidazo[5,1-a]isoindol-5-yl)hexahydrocyclopenta[c]pyrrol-2(1H)-yl)sulfonyl)carbamate C(C)(C)(C)OC(NS(=O)(=O)N1CC2C(C1)CC(C2)C2N1C(C3=CC=CC=C23)=CN=C1)=O.CC1=CC(=C(C=C1C)P(C1=CC=CC=C1)C1=CC=CC=C1)C1=CC=CC2=CC=CC=C12